Ethyl (2S)-pyrrolidine-2-carboxylate N1[C@@H](CCC1)C(=O)OCC